CC1=C(CN2CCN3C2=NC(C2=C3CCN(C2)CC2=CC=C(C=C2)C)=O)C=CC=C1 3-(2-methylbenzyl)-7-(4-methylbenzyl)-2,3,6,7,8,9-hexahydroimidazo[1,2-a]pyrido[3,4-e]pyrimidin-5(1H)-one